ClC1=C(C#N)C=CC(=C1)N1CC2(C[C@@H]1C)CCN(CC2)C2=CC=C(C=C2)C(=O)N2CCC1(CC(C1)N1CCN(CC1)C1=CC(=CC=C1)N1C(NC(CC1)=O)=O)CC2 (S)-2-Chloro-4-(8-(4-(2-(4-(3-(2,4-dioxotetrahydropyrimidin-1(2H)-yl)phenyl)piperazin-1-yl)-7-azaspiro[3.5]nonane-7-carbonyl)phenyl)-3-methyl-2,8-diazaspiro[4.5]decan-2-yl)benzonitrile